3-((5-cyclopropyl-3-(2,6-dichlorophenyl)isoxazol-4-yl)methoxy)pyrrolidine-1-carboxylic acid tert-butyl ester C(C)(C)(C)OC(=O)N1CC(CC1)OCC=1C(=NOC1C1CC1)C1=C(C=CC=C1Cl)Cl